ClC1=C(C=CC=C1C1=C2CCC(C2=CC=C1)=CC1=NC(=C(C=C1)CO)OC)C1=CC(=C(C(=N1)OC)CO)C (6-(2-chloro-3-(1-((5-(hydroxymethyl)-6-methoxypyridin-2-yl)methylene)-2,3-dihydro-1H-inden-4-yl)phenyl)-2-methoxy-4-methylpyridin-3-yl)methanol